2-(diisopropylphosphanyl)ethan-1-amine C(C)(C)P(CCN)C(C)C